2-(1-((2-(3,5-dichlorophenyl)-6-((2-(4-isopropylpiperazin-1-yl)pyrimidin-5-yl)oxy)pyridin-4-yl)methyl)piperidin-4-yl)acetic acid ClC=1C=C(C=C(C1)Cl)C1=NC(=CC(=C1)CN1CCC(CC1)CC(=O)O)OC=1C=NC(=NC1)N1CCN(CC1)C(C)C